3-(imidazol-1-yl)propan-1-amine N1(C=NC=C1)CCCN